ClC=1C=C(C=2N(C1)C=C(N2)[C@H](C(=O)NC2=CC(=NN2)C2CC2)C)OC(F)F (R)-2-(6-chloro-8-(difluoromethoxy)imidazo[1,2-a]pyridin-2-yl)-N-(3-cyclopropyl-1H-pyrazol-5-yl)propanamide